O1[13CH]=CC(C2=CC=CC=C12)=O (E)-chromen-4-one-13C